2,3,4-tris(trifluoromethyl)benzyl alcohol FC(C1=C(CO)C=CC(=C1C(F)(F)F)C(F)(F)F)(F)F